2-(3-methylimidazolidin-1-yl)butanamine CN1CN(CC1)C(CN)CC